4-bromo-2-(4-chloro-2-fluorophenyl)-2-methylbenzo[d][1,3]Dioxole BrC1=CC=CC=2OC(OC21)(C)C2=C(C=C(C=C2)Cl)F